methyl (Z)-5-(chloro(hydroxyimino)methyl)-2-methoxybenzoate Cl\C(\C=1C=CC(=C(C(=O)OC)C1)OC)=N/O